N1=C(C=CC2=CC=CC=C12)[C@H](C)NC(C(C)(C)C)=O (S)-N-(1-(quinolin-2-yl)ethyl)pivalamide